ClC1=NC=C(C(=C1)C1=C(C=NC(=C1)C)C(=O)NC=1SC(=NN1)C1(CC1)S(=O)(=O)C)OC 2'-chloro-5'-methoxy-6-methyl-N-(5-(1-(methylsulfonyl)cyclopropyl)-1,3,4-thiadiazol-2-yl)-(4,4'-bipyridine)-3-carboxamide